Methyl (2s,3s)-3-((4-chlorophenyl) amino)-2-(6-chloropyridin-3-yl)-3-(3,4-dichlorophenyl)-2-hydroxypropionate ClC1=CC=C(C=C1)N[C@H]([C@@](C(=O)OC)(O)C=1C=NC(=CC1)Cl)C1=CC(=C(C=C1)Cl)Cl